2'-chloro-5'-methoxy-6-methyl-N-(6-nitro-1,3-benzothiazol-2-yl)-[4,4'-bipyridine]-3-carboxamide ClC1=NC=C(C(=C1)C1=C(C=NC(=C1)C)C(=O)NC=1SC2=C(N1)C=CC(=C2)[N+](=O)[O-])OC